(4-(5-fluoro-1H-indol-3-yl)furan-2-yl)-4-oxobutanoic acid FC=1C=C2C(=CNC2=CC1)C=1C=C(OC1)C(C(=O)O)CC=O